C(C)C1(COC1)CCC1COC1 3-ethyl-3-[(3-oxetanylmethyl)methyl]oxetane